C(C)(C)(C)C1=CC=C(C=C1)C=1C=2N(C3=CC=C(C=C3N1)NC(C)=O)C=CN2 N-(4-(4-(tert-butyl)phenyl)imidazo[1,2-a]quinoxalin-7-yl)acetamide